2-methylthio-N-isopentenyladenine CSC1=NC(=C2NC=NC2=N1)NCCC(=C)C